C(C1=CC=CC=C1)N(C=1C=2N(N=C(C1)OC1CCN(CC1)C(=O)OC(C)(C)C)C(=CN2)C2CC2)C(=O)OC(C)(C)C tert-butyl 4-((8-(benzyl(tert-butoxycarbonyl)amino)-3-cyclopropylimidazo[1,2-b]pyridazin-6-yl)oxy)piperidine-1-carboxylate